ethyl (2-(2-hydroxypyridin-4-yl)propyl)(methyl)phosphinate OC1=NC=CC(=C1)C(CP(OCC)(=O)C)C